N-{6,7-dimethoxy-1H,2H,3H-cyclopenta[b]quinolin-9-yl}-1-(2-methoxyethyl)piperidin-4-amine COC=1C(=CC=2C(=C3C(=NC2C1)CCC3)NC3CCN(CC3)CCOC)OC